[Pd].[Rh] rhodium, palladium salt